1-methyl-4,5-dihydro-1H-1,2,4-triazole-5-thione CN1N=CNC1=S